ClC1=CC2=C(N(C(N=C2N2[C@H](CN(CC2)C(C=C)=O)C)=O)C2=C(C=CC=C2)C(C)C)N=C1C1=C(C=CC=C1)O 6-chloro-7-(2-hydroxyphenyl)-4-((2S)-2-methyl-4-(2-propenoyl)-1-piperazinyl)-1-(2-(2-propanyl)phenyl)pyrido[2,3-d]pyrimidin-2(1H)-one